3-(2,6-difluorophenyl)-3H-imidazo[4,5-b]pyridine-6-carbonitrile FC1=C(C(=CC=C1)F)N1C=NC=2C1=NC=C(C2)C#N